Methyl (E)-2-(4-methoxy-2-methylstyryl)benzoate COC1=CC(=C(/C=C/C2=C(C(=O)OC)C=CC=C2)C=C1)C